C1(=CC=CC=C1)C1=C(C(=C(C=C1)C1=C(C=CC=2OC3=C(C21)C=CC=C3)C3=CC=CC=C3)C3=NN=NC=C3)C3=C(C=CC=C3)C3=CC=CC=C3 phenyl(biphenylyl)[triazinyl](phenyldibenzofuranyl)benzene